5-Bromo-3-(4,4-difluoropiperidin-1-yl)-2-nitropyridine BrC=1C=C(C(=NC1)[N+](=O)[O-])N1CCC(CC1)(F)F